C1(=CC(=CC=C1)C[C@@H]1N(CC[C@@H]1NS(=O)(=O)C)C(=O)C1CCCC1)C1=CC=CC=C1 N-(cis-2-(biphenyl-3-ylmethyl)-1-(cyclopentylcarbonyl)pyrrolidin-3-yl)methanesulfonamide